BrC1=CC=CC(=N1)C(=O)NC1=CC(=C(C=C1)[N+](=O)[O-])F 6-bromo-N-(3-fluoro-4-nitrophenyl)picolinamide